ClC=1C=CC(=C(C1)C1=CC(=CN=N1)NC1=CC=NC2=CN=C(C=C12)C#N)F 4-{[6-(5-chloro-2-fluorophenyl)pyridazin-4-yl]Amino}-1,7-naphthyridine-6-carbonitrile